NC1=NC=CC2=C(C=CC=C12)C=1C=C2C(CC3(CCN(CC3)C(=O)OC)C2=CC1)OC1=C(C=CC(=C1)C)CC(=O)OCC methyl 5-(1-aminoisoquinolin-5-yl)-3-(2-(2-ethoxy-2-oxoethyl)-5-methylphenoxy)-2,3-dihydrospiro[indene-1,4'-piperidine]-1'-carboxylate